C(CCC)C1=C(N=C(O1)CC(C(=O)OCC1=CC=C(C=C1)OC)=C)C1=CC=C(C=C1)Cl 4-methoxybenzyl 2-((5-butyl-4-(4-chlorophenyl)oxazol-2-yl)methyl)acrylate